tert-butyl 4-[1-[3,5-dimethoxy-4-(2,2,2-trifluoro ethylcarbamoyl) phenyl]benzimidazol-5-yl]piperidine-1-carboxylate COC=1C=C(C=C(C1C(NCC(F)(F)F)=O)OC)N1C=NC2=C1C=CC(=C2)C2CCN(CC2)C(=O)OC(C)(C)C